(4-bromo-6-methoxy-3-pyridinyl)methanol zinc [Zn].BrC1=C(C=NC(=C1)OC)CO